8-Amino-4-(morpholin-4-yl)isoquinoline-3-carboxylic acid methyl ester COC(=O)C=1N=CC2=C(C=CC=C2C1N1CCOCC1)N